NC=1C=C(COC2CN(C2)C(=O)OC(C)(C)C)C=C(C1)C(F)(F)F tert-butyl 3-((3-amino-5-(trifluoromethyl)benzyl)oxy)azetidine-1-carboxylate